FC=1C=C(C=C(C1)C(F)(F)F)C1=CC(=C2C(=N1)N=C(N2)C2=CC=C(C=C2)N2CCC(CC2)N(CC(=O)OC)C)N(C)CC2(CCC2)COC Methyl N-[1-(4-{5-[3-fluoro-5-(trifluoromethyl)phenyl]-7-[{[1-(methoxymethyl) cyclobutyl] methyl}(methyl)amino]-1H-imidazo[4,5-b]pyridin-2-yl}phenyl)piperidin-4-yl]-N-methylglycinate